C(C1=CC=CC=C1)N1N=CC(=C1)C(=O)N1CC2(CN(C2)CC(=O)OC(C)(C)C)[C@@H](C1)C(N[C@H](C(=O)NC)[C@@H](C)OCC1CCCCC1)=O tert-butyl 2-((S)-6-(1-benzyl-1H-pyrazole-4-carbonyl)-8-(((2S,3R)-3-(cyclohexylmethoxy)-1-(methylamino)-1-oxobutan-2-yl)carbamoyl)-2,6-diazaspiro[3.4]octan-2-yl)acetate